ClC=1C(=CC(=C(CNC(=O)C=2C(C(=C3N(C[C@@H]4N(C3=O)[C@H]3CC[C@@H]4C3)C2)O)=O)C1)F)F (1R,4S,12aR)-N-(5-chloro-2,4-difluorobenzyl)-7-hydroxy-6,8-dioxo-1,2,3,4,6,8,12,12a-octahydro-1,4-methanodipyrido[1,2-a:1',2'-d]pyrazine-9-carboxamide